benzyl 8-(((R)-1-cyano-2-(4-(3-methyl-2-oxo-2,3-dihydrobenzo[d]oxazol-5-yl)phenyl)ethyl)carbamoyl)-2-oxa-6-azaspiro[3.4]octane-6-carboxylate C(#N)[C@@H](CC1=CC=C(C=C1)C=1C=CC2=C(N(C(O2)=O)C)C1)NC(=O)C1CN(CC12COC2)C(=O)OCC2=CC=CC=C2